C(C)CC(C(=O)OC(COC)C)=O propylene glycol Methyl ether ethyl-pyruvate